2-[1-[2-[1-(2-Methoxypyrimidin-5-yl)pyrazol-4-yl]-3,6-dimethyl-4-oxo-chromen-8-yl]ethylamino]benzoic acid COC1=NC=C(C=N1)N1N=CC(=C1)C=1OC2=C(C=C(C=C2C(C1C)=O)C)C(C)NC1=C(C(=O)O)C=CC=C1